[K].C1CCC2=C(C=3CCCC3C=C12)NC(=O)NS(=O)(=O)C1CN(C1)C(C)=N N-((1,2,3,5,6,7-Hexahydro-s-indacen-4-yl)carbamoyl)-1-(1-iminoethyl)azetidine-3-sulfonamide, Potassium Salt